4,4-dimethyl-3-ketopentanoic acid CC(C(CC(=O)O)=O)(C)C